2-amino-2-(3'-bromo-[1,1'-biphenyl]-4-yl)acetic acid NC(C(=O)O)C1=CC=C(C=C1)C1=CC(=CC=C1)Br